methyl 1-(4-(4-acryloyl-3-(cyanomethyl)piperazin-1-yl)-2-((1-methylpyrrolidin-2-yl)methoxy)-5,6,7,8-tetrahydroquinazolin-7-yl)-1,2,3,4-tetrahydroquinoline-6-carboxylate C(C=C)(=O)N1C(CN(CC1)C1=NC(=NC=2CC(CCC12)N1CCCC2=CC(=CC=C12)C(=O)OC)OCC1N(CCC1)C)CC#N